tris[2-(acryloyloxy) ethyl] phosphate P(=O)(OCCOC(C=C)=O)(OCCOC(C=C)=O)OCCOC(C=C)=O